8-(4-(1-hydroxycyclopropane-1-carbonyl)piperazin-1-yl)-N-(1-methylcyclopropyl)-3-(5-(trifluoromethyl)-1,3,4-thiadiazol-2-yl)imidazo[1,5-a]pyridine-6-sulfonamide OC1(CC1)C(=O)N1CCN(CC1)C=1C=2N(C=C(C1)S(=O)(=O)NC1(CC1)C)C(=NC2)C=2SC(=NN2)C(F)(F)F